(3R)-4-amino-3-methyl-N-(1H-pyrrolo[2,3-b]pyridin-4-ylmethyl)-N-((5-(trifluoromethyl)-2-pyridinyl)methyl)-1,3-dihydrofuro[3,4-c]quinoline-8-carboxamide NC1=NC=2C=CC(=CC2C2=C1[C@H](OC2)C)C(=O)N(CC2=NC=C(C=C2)C(F)(F)F)CC2=C1C(=NC=C2)NC=C1